hexadecyl-(2-hydroxyethyl)dimethylammonium C(CCCCCCCCCCCCCCC)[N+](C)(C)CCO